CC(C(CC(CC)=O)=O)=O heptane-2,3,5-trione